5-(2-(4-chlorophenyl)thiazol-5-yl)-3-fluoro-2-hydroxybenzaldehyde ClC1=CC=C(C=C1)C=1SC(=CN1)C=1C=C(C(=C(C=O)C1)O)F